N[C@H](C)C=1C=C(C=C(C1)OC)C=1C=C(N(C1)CC)C(=O)OCC1=CC=CC=C1 Benzyl 4-[3-[(1R)-1-aminoethyl]-5-methoxy-phenyl]-1-ethyl-pyrrole-2-carboxylate